4,7-difluoro-2,3-dihydro-1H-inden-2-amine FC1=C2CC(CC2=C(C=C1)F)N